NCC1=CC(=C(OCCCC2=C(N=C(S2)N2CCCC3=C2N=NC(=C3C)NC=3SC2=C(N3)C=CC=C2)C(=O)OCC)C=C1)F ethyl 5-{3-[4-(aminomethyl)-2-fluorophenoxy]propyl}-2-{3-[(1,3-benzothiazol-2-yl)amino]-4-methyl-5H,6H,7H,8H-pyrido[2,3-c]pyridazin-8-yl}-1,3-thiazole-4-carboxylate